C1(CC1)C=1SC(=CN1)C=1C=NN2C1N=C(C=C2)N2[C@@]1(C[C@@H]1CC2)C2=C(C=CC(=C2)F)F 2-cyclopropyl-5-(5-((1R,5S)-1-(2,5-difluorophenyl)-2-azabicyclo[3.1.0]hexan-2-yl)pyrazolo[1,5-a]pyrimidin-3-yl)thiazole